COC(CSC1=NC2=CC(=CC=C2C=C1)\C=C\C1=CC(=CC=C1)C(F)(F)F)OC (E)-2-((2,2-Dimethoxyethyl)thio)-7-(3-(trifluoromethyl)styryl)quinoline